4-((S)-5-(tert-butoxy)-4-(18-(tert-butoxy)-18-oxooctadecanamido)-5-oxopentanoylamino)butanoic acid C(C)(C)(C)OC([C@H](CCC(=O)NCCCC(=O)O)NC(CCCCCCCCCCCCCCCCC(=O)OC(C)(C)C)=O)=O